FC1=C(C(=CC=C1)C)N1N=C2C(=CC1=O)NN=C2C2=CC=C(C=C2)N2C(CN(CC2)C)=O 5-(2-Fluoro-6-methylphenyl)-3-(4-(4-methyl-2-oxopiperazin-1-yl)phenyl)-1H-pyrazolo[4,3-c]pyridazin-6(5H)-on